methyl 2-[(5-bromo-2,2-difluoro-1,3-benzodioxol-4-yl)amino]pyridine-3-carboxylate BrC1=C(C2=C(OC(O2)(F)F)C=C1)NC1=NC=CC=C1C(=O)OC